ClC=1C(=NC(=NC1)NC1=C(C=C(C(=C1)C)C=1C[C@@H](N[C@@H](C1)C)C)OC(C)C)NC1=C(C=CC=C1)S(=O)(=O)C(C)C 5-chloro-N2-(4-(cis-2,6-dimethyl-1,2,3,6-tetrahydropyridin-4-yl)-2-isopropoxy-5-methylphenyl)-N4-(2-(isopropylsulfonyl)phenyl)pyrimidine-2,4-diamine